ClCC(=O)NC1=C(C=CC=C1C)C N-chloroacetyl-2,6-dimethylaniline